2-amino-3-bromo-5-iodo-benzaldehyde NC1=C(C=O)C=C(C=C1Br)I